Cl.FCCCN1CC(C1)=CC1=CC=C(C=C1)C1=C(CCCC2=C1C=CC(=C2)C(=O)O)C2=CC=C(C=C2)C(F)(F)F 9-(4-((1-(3-fluoropropyl)azetidin-3-ylidene)methyl)phenyl)-8-(4-(trifluoromethyl)phenyl)-6,7-dihydro-5H-benzo[7]annulene-3-carboxylic acid hydrochloride